stearyl-N-methyltaurine sodium salt [Na+].C(CCCCCCCCCCCCCCCCC)N(CCS(=O)(=O)[O-])C